[OH-].C[N+](CCO)(CCO)CCO methyltris(hydroxyethyl)ammonium hydroxide